ClC=1C=C2CC[C@H](C2=C(C1)Cl)O (1R,2S)-5,7-dichloro-1-hydroxy-2,3-dihydro-1H-inden